Chloro(4-mercaptopyridine) cobalt [Co].ClC1=NC=CC(=C1)S